ClC(C1=NC(=NC(=N1)C(Cl)(Cl)Cl)C=CC1=CC=CC=C1)(Cl)Cl 2,4-bis(trichloromethyl)-6-styryl-sym-triazine